ClC=1C=2N(C=CN1)C(=NC2)N2C[C@@H](C[C@H](C2)F)NC2=NC=C(C=N2)C(F)(F)F N-((3R,5R)-1-(8-Chloroimidazo[1,5-a]pyrazin-3-yl)-5-fluoropiperidin-3-yl)-5-(trifluoromethyl)pyrimidin-2-amine